4-[(2R,3S)-2-methyl-4-(oxetan-3-yl)-3-(1H-pyrazol-4-yl)piperazin-1-yl]-2-[6-(trifluoromethyl)imidazo[1,2-a]pyridin-3-yl]pyrimidine C[C@H]1N(CCN([C@H]1C=1C=NNC1)C1COC1)C1=NC(=NC=C1)C1=CN=C2N1C=C(C=C2)C(F)(F)F